N-(3-(difluoromethyl)-1-methyl-1H-pyrazol-5-yl)-2-((4-methoxyphenyl)amino)benzamide FC(C1=NN(C(=C1)NC(C1=C(C=CC=C1)NC1=CC=C(C=C1)OC)=O)C)F